C(C1=CC=CC=C1)N(C(C#N)C#N)CC 2-(benzyl-(ethyl)amino)malononitrile